OCCCCCN1N=NC2=C1C=CC(=C2C)CCC(=O)[O-] 3-[1-(5-hydroxypentyl)-4-methyl-1H-benzotriazol-5-yl]propanoate